[2H]C(OCC(=O)O)([2H])[2H] 2-(Trideuteromethoxy)acetic acid